3-(2'-fluoro-6'-methoxybiphenyl-3-yl)-3-((S)-4-methyl-2-(4-oxoquinazolin-3(4H)-yl)pentanamido)propanoic acid FC1=C(C(=CC=C1)OC)C1=CC(=CC=C1)C(CC(=O)O)NC([C@H](CC(C)C)N1C=NC2=CC=CC=C2C1=O)=O